[N+](=O)([O-])C1=C(C=CC(=C1)C1=NC2=C(C(O1)=O)C=CC=C2)C2=NC1=C(C(O2)=O)C=CC=C1 2,2'-(2-nitro-p-phenylene)bis(3,1)-Benzoxazine-4-one